tert-butyl 6-[6-chloro-1-cyclopropyl-7-fluoro-4-(1-hydroxy-1-methyl-ethyl)pyrazolo[4,3-c]pyridin-3-yl]-3-azabicyclo[3.1.0]hexane-3-carboxylate ClC1=C(C2=C(C(=N1)C(C)(C)O)C(=NN2C2CC2)C2C1CN(CC21)C(=O)OC(C)(C)C)F